OC1=C(C=C(C=C1)NC(=O)NC1=CC=C(C=C1)SCCC1=CC=C(C=C1)C(F)(F)F)NS(=O)(=O)C N-(2-hydroxy-5-(3-(4-((4-(trifluoromethyl)phenethyl)thio)phenyl)ureido)phenyl)methanesulfonamide